6-bromo-8-chloro-3-ethyl-2-(1-(4-methyl-1,4-diazepan-1-yl)butyl)quinazolin-4(3H)-one BrC=1C=C2C(N(C(=NC2=C(C1)Cl)C(CCC)N1CCN(CCC1)C)CC)=O